1-(5-hydroxy-3-methyl-1-phenyl-1H-pyrazol-4-yl)-6-methyl-1,3-dihydrofuro[3,4-c]pyridin-7-ol monohydrochloride monohydrate O.Cl.OC1=C(C(=NN1C1=CC=CC=C1)C)C1OCC=2C=NC(=C(C21)O)C